Cl.N1CCC(CC1)NC(C)=O N-(piperidin-4-yl)acetamide hydrogen chloride